O1CCC(CC1)C(=O)N1CC2=C(C1)CN(C2)S(=O)(=O)C2OC1=C(NC2)C=CC=C1 [5-[(Oxan-4-yl)carbonyl]-1H,2H,3H,4H,5H,6H-pyrrolo[3,4-c]pyrrole-2-sulfonyl]-3,4-dihydro-2H-1,4-benzoxazine